C(C1=CC=CC=C1)OC(=O)N1[C@@H](C[C@H](C1)O[Si](C)(C)C(C)(C)C)C=1NC(=CN1)I.ClC=1C(=NC(=NC1)Cl)NC1=C(C=CC=C1)P(C)C (2-((5-chloro-2-chloropyrimidin-4-yl)amino)phenyl)dimethylphosphine benzyl-(2S,4R)-4-[tert-butyl(dimethyl)silyl]oxy-2-(5-iodo-1H-imidazol-2-yl)pyrrolidine-1-carboxylate